N[C@H](CCC(=O)O)C(=O)NCCCC[C@H](NC)C(=O)O N6-(D-glutamyl)-N2-methyl-L-lysine